(3S)-1-[6-(2,4-dimethoxypyrimidin-5-yl)-3-fluoro-imidazo[1,2-b]pyridazin-8-yl]-4,4-difluoro-pyrrolidin-3-ol COC1=NC=C(C(=N1)OC)C=1C=C(C=2N(N1)C(=CN2)F)N2C[C@@H](C(C2)(F)F)O